[N-](S(=O)(=O)C(F)(F)F)S(=O)(=O)C(F)(F)F.C(C1=CC=CC=C1)N1C(N(C=C1)C)C 1-benzyl-2,3-dimethylimidazole bistrifluoromethanesulfonimide salt